FC(C)(F)C1=CC(=NC=N1)N1C(C2CNC(C1)C2)C 3-(6-(1,1-difluoroethyl)pyrimidin-4-yl)-2-methyl-3,6-diazabicyclo[3.2.1]octane